tert-butyl 4-(2-((7-(4-(2-ethoxy-2-oxoethyl)thiazol-2-yl)naphthalen-1-yl)oxy)ethyl)piperazine-1-carboxylate C(C)OC(CC=1N=C(SC1)C1=CC=C2C=CC=C(C2=C1)OCCN1CCN(CC1)C(=O)OC(C)(C)C)=O